C(C)(C)(C)OC(=O)N1C[C@@H](CC1)N1N=C(C2=CC(=CC=C12)Br)CO (R)-3-(5-bromo-3-(hydroxymethyl)-1H-indazol-1-yl)-pyrrolidine-1-carboxylic acid tert-butyl ester